FC1=CC=C(\C=N\C(OC(C)(C)C)=O)C=C1 tert-Butyl (E)-(4-fluorobenzylidene)carbamate